behenyl hexatriacontanoate C(CCCCCCCCCCCCCCCCCCCCCCCCCCCCCCCCCCC)(=O)OCCCCCCCCCCCCCCCCCCCCCC